4-oxo-1,4-dihydropyridine-2-carboxylic acid hydrochloride Cl.O=C1C=C(NC=C1)C(=O)O